C1(CCCC1)C(C(=O)O)(O)C1=CC=CC=C1 Alpha-cyclopentyl-mandelic acid